NC1=C(C(=NC(=C1)C1=CC2=C(ONO2)C=C1)CO)N1CCC(CC1)(C)N (4-amino-3-(4-amino-4-methylpiperidin-1-yl)-6-(benzo[d][1,3]dioxazol-5-yl)pyridin-2-yl)methanol